gamma-methylene-gamma-butyrolactone C=C1CCC(=O)O1